OC=1C(C=CN2C1C(N(C1N2C(CCCC1)C1=CC=CC=C1)C)=O)=O 4-hydroxy-6-methyl-11-phenyl-6a,7,8,9,10,11-hexahydro-3H-pyrido[1',2':1,6][1,2,4]triazino[2,3-a]azepine-3,5(6H)-dione